NC1CN(CCC1(F)F)C1=CC(=CC=2N(C=3N(C21)C=CN3)C=3SC(=NN3)C(F)F)S(=O)(=O)NC3(CC3)C 5-(3-amino-4,4-difluoropiperidin-1-yl)-9-(5-(difluoromethyl)-1,3,4-thiadiazol-2-yl)-N-(1-methylcyclopropyl)-9H-benzo[d]imidazo[1,2-a]imidazole-7-sulfonamide